IC(CO)=CCC 2-iodopent-2-en-1-ol